C(C)C1=C(C=C(C(=C1)O)F)C1=CC=C2C(=NNC2=C1)C1=NC2=C(N1)CN(C2)C(=O)C2=NC=C(N=C2)N2CCN(CC2)C (2-(6-(2-ethyl-5-fluoro-4-hydroxyphenyl)-1H-indazol-3-yl)pyrrolo[3,4-d]imidazol-5(1H,4H,6H)-yl)(5-(4-methylpiperazin-1-yl)pyrazin-2-yl)methanone